benzaldehyde-D1 [2H]C(=O)C1=CC=CC=C1